O1C(=NC2=C1N=CC=C2)C2=CC=C(C=C2)N(C2=CC=C(C=C2)C=2OC1=C(C2)C=CC=C1)C1=CC=C(C=C1)C1=CC=C(C=C1)C1=CC=CC2=CC=CC=C12 4-(7-azabenzoxazol-2-yl)-phenyl-(4'-(naphthalen-1-yl)-biphenyl-4-yl)-(4-(benzofuran-2-yl)-phenyl)-Amine